4-(5-chloro-2-(5,6-dihydro-2H-pyran-3-yl)-3H-imidazo[4,5-b]pyridin-7-yl)morpholine ClC1=CC(=C2C(=N1)NC(=N2)C=2COCCC2)N2CCOCC2